6-(4-chloro-3-fluorophenyl)-2-methyl-N-[(1S)-1-[3-(1-methyl-1H-pyrazol-4-yl)phenyl]ethyl]pyrimidin ClC1=C(C=C(C=C1)C1=CC=NC(N1[C@@H](C)C1=CC(=CC=C1)C=1C=NN(C1)C)C)F